5-carboxyargininoglycine C(=O)(O)C(CC[C@H](NNCC(=O)O)C(=O)O)NC(N)=N